ClC=1C=C(C=CC1C)NC(=O)N1CCC(CC1)C=1C=C2CN(C(C2=CC1)=O)C1C(NC(CC1)=O)=O N-(3-chloro-4-methylphenyl)-4-(2-(2,6-dioxopiperidin-3-yl)-1-oxoisoindolin-5-yl)piperidine-1-carboxamide